(S)-benzyl 3-(azetidin-1-yl)-2-methylpropionate N1(CCC1)C[C@@H](C(=O)OCC1=CC=CC=C1)C